2-(5-bromo-1H-indazol-1-yl)propanenitrile BrC=1C=C2C=NN(C2=CC1)C(C#N)C